C(C)(C)(C)C1=NC(=NO1)C1=CC=C(C(=O)N2CC3(C2)CC(C3)N3N=C(C=C3)C#N)C=C1 1-[2-[4-(5-tert-butyl-1,2,4-oxadiazol-3-yl)benzoyl]-2-azaspiro[3.3]heptan-6-yl]pyrazole-3-carbonitrile